(4-(3-chloro-4-(2-chloro-3-(6-methoxy-5-(((((R)-5-oxopyrrolidin-2-yl)methyl)amino)methyl)pyridin-2-yl)phenyl)pyridin-2-yl)-2-methoxybenzyl)-D-alanine ClC=1C(=NC=CC1C1=C(C(=CC=C1)C1=NC(=C(C=C1)CNC[C@@H]1NC(CC1)=O)OC)Cl)C1=CC(=C(CN[C@H](C)C(=O)O)C=C1)OC